1,2-dichlorohexafluoro-3-butene ClC(C(C(=C(F)F)F)(Cl)F)(F)F